FC1=NC=2N(C3=CC(=CC=C13)N1CCCC3=CC=CC(=C13)C#CC(C(F)(F)F)(C)C)C(=NN2)C fluoro-1-methyl-8-(8-(4,4,4-trifluoro-3,3-dimethylbut-1-yn-1-yl)-3,4-dihydroquinolin-1(2H)-yl)-[1,2,4]triazolo[4,3-a]quinazoline